5-(2-Chlorophenyl)-3-((4-(dimethylamino)cyclohexyl)amino)-2,3,4,9-tetrahydro-1H-carbazole-8-carboxamide ClC1=C(C=CC=C1)C1=C2C=3CC(CCC3NC2=C(C=C1)C(=O)N)NC1CCC(CC1)N(C)C